COC(=O)C=1C=CC(=C2C=NN(C12)C1=CC=C(C=C1)C1=CC(=NC=C1)OC)C#CC (4-(2-methoxypyridin-4-yl)phenyl)-4-(propan-1-yn-1-yl)-1H-indazole-7-carboxylic acid methyl ester